N-(4-(2-(2-aminopyridin-3-yl)-3H-imidazo[4,5-b]pyridin-3-yl)benzyl)-4-formyl-5-hydroxypicolinamide NC1=NC=CC=C1C1=NC=2C(=NC=CC2)N1C1=CC=C(CNC(C2=NC=C(C(=C2)C=O)O)=O)C=C1